6-(3-(Trifluoromethoxy)phenyl)-3-azabicyclo[4.1.0]heptane FC(OC=1C=C(C=CC1)C12CCNCC2C1)(F)F